3-(3-(2,6-dioxopiperidin-3-yl)-1-methyl-1H-indazol-6-yl)propanal O=C1NC(CCC1C1=NN(C2=CC(=CC=C12)CCC=O)C)=O